C(CCCCCCC\C=C/CCCCCC)(=O)OCCCCCCCCCCCCCCCCCCCCCCCCCCCCCCCCCCCCC heptatriacontyl palmitoleate